tert-butyl (2-oxoethyl)phenylcarbamate O=CCN(C(OC(C)(C)C)=O)C1=CC=CC=C1